4-(((1-Methyl-1H-pyrazolo[3,4-d]pyrimidin-4-yl)amino)methyl)benzenesulfonamide CN1N=CC=2C1=NC=NC2NCC2=CC=C(C=C2)S(=O)(=O)N